5-(4-chlorophenyl)-3-(2,3-dihydro-1,4-benzodioxin-6-yl)-1H-pyrazole ClC1=CC=C(C=C1)C1=CC(=NN1)C1=CC2=C(OCCO2)C=C1